1-azabicyclo[2.2.2]oct-3-yl {2-[4-fluoro-3-(pyridin-3-yl)phenyl]propan-2-yl}carbamate FC1=C(C=C(C=C1)C(C)(C)NC(OC1CN2CCC1CC2)=O)C=2C=NC=CC2